OC1=CC(=C(CCC2=NOC(O2)=O)C=C1)OC 3-(4-Hydroxy-2-methoxyphenethyl)-1,4,2-dioxazol-5-one